BrC1=C2CC[C@@H](C2=CC=C1)OC1=NC(=C(C=O)C=C1C(F)(F)F)OC (S)-6-((4-Bromo-2,3-dihydro-1H-inden-1-yl)oxy)-2-methoxy-5-(trifluoromethyl)-nicotinaldehyde